(3R)-5-chloro-7-[(2,4-difluoro-3-{8-fluoro-2-[(1-isopropylpiperidin-4-yl) amino] quinazolin-6-yl} phenyl) sulfamoyl]-2,3-dihydro-1-benzofuran-3-yl acetate C(C)(=O)O[C@H]1COC2=C1C=C(C=C2S(NC2=C(C(=C(C=C2)F)C=2C=C1C=NC(=NC1=C(C2)F)NC2CCN(CC2)C(C)C)F)(=O)=O)Cl